[NH4+].CNCCS(=O)(=O)[O-].CN1C[C@]([C@@H](CC1)O)(F)CC |r| methyl-rac-trans-3-ethyl-3-fluoro-4-hydroxypiperidin methyl-taurate ammonium salt